ethylPotassium C(C)[K]